Cl.C1NCC2=C(C=CC=C12)N1CC(CCC1)O 1-(isoindolin-4-yl)piperidin-3-ol hydrochloride